4-methoxy-N-(2-(1-methyl-1H-indol-5-yl)ethyl)aniline COC1=CC=C(NCCC=2C=C3C=CN(C3=CC2)C)C=C1